3-methyltetrahydro-2H-pyran-4-aminium CC1COCCC1[NH3+]